ClC1=CC=C(OC2=CC(=C(C=C2)C(CN2N=CN=C2)(C)O)C(F)(F)F)C=C1 2-[4-(4-chlorophenoxy)-2-(trifluoromethyl)phenyl]-1-(1H-1,2,4-triazol-1-yl)propan-2-ol